3,3'-dihydroxy-2,2'-bipyridyl OC=1C(=NC=CC1)C1=NC=CC=C1O